O=C(C(=O)O)CCCC Ketocaproic acid